NC1=CC(=C2C=C(C=NC2=N1)C(=O)OC)C methyl 7-amino-5-methyl-1,8-naphthyridine-3-carboxylate